N-(2-(4-((1s,4s)-4-hydroxy-4-(5-(pyrimidin-2-yl)pyridin-2-yl)cyclohexyl)hexahydropyrrolo[3,2-b]pyrrol-1(2H)-yl)-2-oxoethyl)-3-(trifluoromethyl)benzamide OC1(CCC(CC1)N1CCC2N(CCC21)C(CNC(C2=CC(=CC=C2)C(F)(F)F)=O)=O)C2=NC=C(C=C2)C2=NC=CC=N2